1-(4-(4-((4-([1,2,4]triazolo[1,5-a]pyridin-7-ylmethyl)-3-methylphenyl)amino)pyrido[3,2-d]pyrimidin-6-yl)piperazin-1-yl)prop-2-en-1-one N=1C=NN2C1C=C(C=C2)CC2=C(C=C(C=C2)NC=2C1=C(N=CN2)C=CC(=N1)N1CCN(CC1)C(C=C)=O)C